(S)-8-(2-chloro-3-fluorophenyl)-9-(4-((1-(3-fluoropropyl)pyrrolidin-3-yl)oxy)phenyl)-6,7-dihydro-5H-benzo[7]annulene-3-carboxylic acid ClC1=C(C=CC=C1F)C=1CCCC2=C(C1C1=CC=C(C=C1)O[C@@H]1CN(CC1)CCCF)C=CC(=C2)C(=O)O